(R)-N-(amino(2-(2-hydroxypropan-2-yl)thiazol-5-yl)(oxo)-λ6-sulfaneylidene)-2-(6-ethyl-4-isopropyl-1,3-dihydroisobenzofuran-5-yl)acetamide N[S@](=NC(CC=1C(=C2COCC2=CC1CC)C(C)C)=O)(=O)C1=CN=C(S1)C(C)(C)O